OC1=C(C(=O)N2CC3=CC(=CC=C3CC2)N(C(C=C)=O)C2CN(CC2)C)C=C(C(=C1)OC)C(C)C N-(2-(2-Hydroxy-5-isopropyl-4-methoxybenzoyl)-1,2,3,4-tetrahydroisoquinolin-7-yl)-N-(1-methylpyrrolidin-3-yl)acrylamide